2-{5-[Methyl(piperidin-4-yl)amino][1,3]thiazolo[5,4-d][1,3]thiazol-2-yl}-5-[1-(2H3)methyl-1H-pyrazol-4-yl]phenol CN(C=1SC2=C(N1)SC(=N2)C2=C(C=C(C=C2)C=2C=NN(C2)C([2H])([2H])[2H])O)C2CCNCC2